C1=CC=C2C(=C1)C(=O)C(=C(C2=O)[O-])CCO.[Na+] The molecule is an organic sodium salt which is the monosodium salt of 2-hydroxy-3-(2-hydroxyethyl)naphthalene-1,4-dione. It is isolated from the aerial parts of Impatiens balsamina and acts as a selective inhibitor of cyclooxygenase 2 (COX-2) enzyme. It has a role as a metabolite and a cyclooxygenase 2 inhibitor. It contains a 3-(2-hydroxyethyl)-1,4-dioxo-1,4-dihydronaphthalen-2-olate.